C(CCCCCCC\C=C\CCCCCCCC)(=O)OCCCC(OC(NCCOCCN(C)C)=O)CCCOC(CCCCCCC\C=C\CCCCCCCC)=O 11-(3-{[(10E)-1-oxooctadec-9-enyl] oxy} propyl)-2-methyl-9-oxo-2,8-diaza-5,10-dioxatetradecan-14-yl (10E)-octadec-9-enoate